FC(C=1N=C2N(C(=CC=C2)NC2CCC(CC2)NC(C2=CC=C(C=C2)S(N)(=O)=O)=O)C1)(F)F N-[(1s,4s)-4-{[2-(trifluoromethyl)imidazo[1,2-a]pyridin-5-yl]amino}cyclohexyl]-4-sulfamoylbenzamide